CC1(OC=C(O1)[C@@H]1[C@H]([C@@H]2[C@@H](OC(O2)(C)C)O1)O)C (3aR,5S,6R,6aR)-5-((R)-2,2-Dimethyl-1,3-dioxol-4-yl)-2,2-Dimethyltetrahydrofurano[2,3-d][1,3]dioxol-6-ol